isoxazole-3,5-dicarboxylic acid O1N=C(C=C1C(=O)O)C(=O)O